3,3'-dicarbazolyl-5-cyanobiphenyl C1(=CC=CC=2C3=CC=CC=C3NC12)C=1C=C(C=C(C1)C#N)C1=CC(=CC=C1)C1=CC=CC=2C3=CC=CC=C3NC12